F[C@H]1[C@H](C1)C(=O)O (1R,2R)-2-fluorocyclopropylformic acid